C(CCC)C(C(=O)O)CC(=O)C.C(CCC(=O)C)(=O)O Levulinic Acid (n-Butyl Levulinate)